1-[(1S)-2-{2-[4-(difluoromethoxy)benzenesulfonyl]-4H,6H-pyrrolo[3,4-c]pyrazol-5-yl}-2-oxo-1-phenylethyl]azetidin-2-one FC(OC1=CC=C(C=C1)S(=O)(=O)N1N=C2C(=C1)CN(C2)C([C@H](C2=CC=CC=C2)N2C(CC2)=O)=O)F